[Cl-].[Cl-].C1(=CC=CC=C1)C1=C(C=2CC3=CC(=CC=C3C2C=C1)C1=CC=CC=C1)[Hf+2] (2,7-diphenyl-fluorenyl)hafnium dichloride